1,2,3,6-tetrahydropyrimidin N1CNC=CC1